(5,5-difluoro-2,7-diazaspiro[3.5]nonan-7-yl)(2,3-dihydro-1H-pyrrolo[1,2-a]indol-9-yl)methanone formate C(=O)O.FC1(C2(CNC2)CCN(C1)C(=O)C1=C2N(C=3C=CC=CC13)CCC2)F